Ammonium L-Gluconat O=C([C@@H](O)[C@H](O)[C@@H](O)[C@@H](O)CO)[O-].[NH4+]